NC1=NC(=C(C=2C1=NN(N2)CC2=NC=CC=C2F)Br)C2=C(C#N)C=CC=C2 (4-amino-7-bromo-2-((3-fluoropyridin-2-yl)methyl)-2H-[1,2,3]triazolo[4,5-c]pyridin-6-yl)benzonitrile